COC1=NC(=CC=C1C=1C=C(C=CC1)S(=O)(=O)NC1=C(C=CC=C1)C#CC=1C=CC=NC1)OC 5-(2-{2-[3-(2,6-Dimethoxypyridin-3-yl)benzensulfonamido]phenyl}ethynyl)-pyridin